C(#N)C1=NC(=C(C(=O)OCC)C=C1)C1=NN(C(N1C)=O)C1=CC=CC=C1 ethyl 6-cyano-2-(4-methyl-5-oxo-1-phenyl-4,5-dihydro-1H-1,2,4-triazol-3-yl)nicotinate